N-(2-(azetidin-3-yl)propan-2-yl)-4-((2R,4r,6S)-2-cyano-7-((5-methoxy-7-methyl-1H-indol-4-yl)methyl)-7-azaspiro[3.5]nonan-6-yl)benzamide N1CC(C1)C(C)(C)NC(C1=CC=C(C=C1)[C@@H]1CC2(CC(C2)C#N)CCN1CC1=C2C=CNC2=C(C=C1OC)C)=O